NC1CC2=CC=CC3=CN=CC1=C23 3-amino-6-azatricyclo[6.3.1.04,12]dodeca-1(11),4(12),5,7,9-pentaene